(tert-butyl)-N-(4-methylpent-2-yl)-1H-imidazole-1-carboxamide C(C)(C)(C)C=1N(C=CN1)C(=O)NC(C)CC(C)C